NC=1C=C(C=CC1Cl)C(=O)C1=CC(=C(C=C1)Cl)N Bis-(3-amino-4-chloro-phenyl)-methanone